ClC=1N=C(SC1)C=1N=NN(C1)[C@@H]1[C@H]([C@@H](SC=2C(=NC=C(C2)C#C)C(NN2CCC2)=O)O[C@@H]([C@@H]1O)CO)OC 2-(N-Azetidinylcarbamoyl)-5-ethynylpyridin-3-yl 3-[4-(4-chlorothiazol-2-yl)-1H-1,2,3-triazol-1-yl]-3-deoxy-2-O-methyl-1-thio-α-D-galactopyranoside